(R)-3-(isoquinolin-4-yl)-2-oxo-1-(6-(trifluoromethyl)pyridin-3-yl)imidazoline-4-carboxylic acid C1=NC=C(C2=CC=CC=C12)N1C(N(C[C@@H]1C(=O)O)C=1C=NC(=CC1)C(F)(F)F)=O